8-(4,6-dichloro-2-pyridinyl)-N-(2,3-dihydro-1,4-benzoxazin-4-yl)-4-morpholino-quinoline-3-carboxamide ClC1=CC(=NC(=C1)Cl)C=1C=CC=C2C(=C(C=NC12)C(=O)NN1CCOC2=C1C=CC=C2)N2CCOCC2